dithiophene ethoxide aluminum [Al+3].[O-]CC.S1C=CC=C1.S1C=CC=C1.[O-]CC.[O-]CC